CO[Si](C(CCCCCCCN1CCN(CC1)C)[SiH2]CNCCC[Si](OC)(OC)OC)(OC)OC 1-trimethoxysilyl-8-(4-methylpiperazin-1-yl)(trimethoxysilylpropylamino)methylsilyloctane